OCC=1C=NC2=NC(=CC=C2C1NC=1C=C2CCN(CC2=CC1)C(=O)OC(C)(C)C)OC tert-butyl 6-((3-(hydroxymethyl)-7-methoxy-1,8-naphthyridin-4-yl)amino)-3,4-dihydroisoquinolin-2(1H)-carboxylate